6-chloro-8-((1S,2S)-2-(5-chloro-4-((2,2-difluorocyclopropyl)methoxy)pyridin-2-yl)cyclopropyl)imidazo[1,2-b]pyridazine ClC=1C=C(C=2N(N1)C=CN2)[C@@H]2[C@H](C2)C2=NC=C(C(=C2)OCC2C(C2)(F)F)Cl